2-(3-hydroxy-4-methoxyphenyl)-3,4-dihydro-2H-1-benzothiopyran OC=1C=C(C=CC1OC)C1SC2=C(CC1)C=CC=C2